5-amino-9-(trifluoromethyl)-7H-benzo[6,7]indeno[2,1-d]pyrimidin-7-one NC1=CC=2C(C=3N=C(N=CC3C2C2=C1C=CC=C2)C(F)(F)F)=O